2-((3S)-3-((S)-sec-butyl)-7-chloro-2-oxo-5-phenyl-2,3,4,5-tetrahydro-1H-benzo[e][1,4]diazepin-1-yl)-N-(benzenesulfonyl)acetamide [C@H](C)(CC)[C@@H]1NC(C2=C(N(C1=O)CC(=O)NS(=O)(=O)C1=CC=CC=C1)C=CC(=C2)Cl)C2=CC=CC=C2